OC1=CC=C(C=CC=2OC3=CC=CC=C3C(C2)=C(C#N)C#N)C=C1 2-(4-hydroxystyryl)-4H-chromen-4-ylidene-malononitrile